N-(1-(4-(5-bromothiazol-2-yl)-3-(3-methoxypropoxy)phenyl)-3-methylbutan-2-yl)formamide BrC1=CN=C(S1)C1=C(C=C(C=C1)CC(C(C)C)NC=O)OCCCOC